2-((5-((7-chloroquinazolin-4-yl)amino)pentyl)amino)ethan-1-ol ClC1=CC=C2C(=NC=NC2=C1)NCCCCCNCCO